CN1CCN(CCN(CC1)C)CC1=C(C(=CC(=C1)C=1SC(=CC1)\C=C\C1=CC=C(C=C1)N(C)C)CN1CCN(CCN(CC1)C)C)O (E)-2,6-bis((4,7-dimethyl-1,4,7-triazonan-1-yl)methyl)-4-(5-(4-(dimethylamino)styryl)thiophen-2-yl)phenol